CC=1C=C(C(=NC1)C(=O)N1[C@@H]2[C@@H](C[C@H](C1)C2)NC2=NC=C(C=C2)C(F)(F)F)C2=NC=CC=C2 (5'-methyl-[2,3'-bipyridine]-2'-yl)((1S,4S,6R)-6-((5-(trifluoromethyl)pyridin-2-yl)amino)-2-azabicyclo[2.2.1]hept-2-yl)methanone